5-(difluoromethyl)-pyrazine-carboxylic acid FC(C=1N=CC(=NC1)C(=O)O)F